FC1=CC=C2C=C(NC2=C1F)C(=O)N1[C@@H]([C@H]2C([C@H]2C1)(C)C)C(=O)N[C@H](CO)C[C@H]1C(NCC1)=O (1R,2S,5S)-3-(6,7-difluoro-1H-indole-2-carbonyl)-N-((S)-1-hydroxy-3-((S)-2-oxopyrrolidin-3-yl)propan-2-yl)-6,6-dimethyl-3-azabicyclo[3.1.0]hexane-2-carboxamide